3-{[(2-Aminopyrimidin-5-yl)methyl]amino}-4-chlorobenzoic acid NC1=NC=C(C=N1)CNC=1C=C(C(=O)O)C=CC1Cl